carbamoylhydrazosilane C(N)(=O)[SiH2]NN[SiH3]